C(C)(C)(C)OC(=O)N1CCN(CC1)C1=CC=NC2=CC=C(C=C12)F 4-(6-fluoroquinolin-4-yl)piperazine-1-carboxylic acid tert-butyl ester